7,7-Dimethyl-3a-{6-methyl-7-oxobicyclo[3.2.1]octan-2-yl}-octahydro-2-benzofuran-1,6-dione CC1(C(CCC2(C1C(OC2)=O)C2C1C(C(C(CC2)C1)C)=O)=O)C